ethyl 6-(1-((2-(trimethylsilyl) ethoxy) methyl)-1H-pyrazol-4-yl)pyridazine-3-carboxylate C[Si](CCOCN1N=CC(=C1)C1=CC=C(N=N1)C(=O)OCC)(C)C